N-propyl-N-butylurea C(CC)N(C(=O)N)CCCC